C1(=CC=C(C=C1)S(=O)(=O)N=[N+]=[N-])C1=CC=C(C=C1)S(=O)(=O)N=[N+]=[N-] biphenyl-4,4'-disulfonylazide